N-(4-fluoro-3-methylphenyl)-5-(2-(((1s,3s)-3-hydroxy-1-methylcyclobutyl)amino)-2-oxoacetyl)-4-isopropyl-1,2-dimethyl-1H-pyrrole-3-carboxamide FC1=C(C=C(C=C1)NC(=O)C1=C(N(C(=C1C(C)C)C(C(=O)NC1(CC(C1)O)C)=O)C)C)C